3-Z-[1-(4-(N-(3-dimethylamino-propyl)-N-acetyl-amino)-anilino)-1-phenyl-methylene]-6-ethoxycarbonyl-2-indolinone CN(CCCN(C(C)=O)C1=CC=C(N\C(\C2=CC=CC=C2)=C\2/C(NC3=CC(=CC=C23)C(=O)OCC)=O)C=C1)C